N-(4-fluoro-3-methylphenyl)-2-(4-methyl-6-(trifluoromethyl)pyrimidin-2-yl)-N-(2-(1-methylazetidin-3-yl)ethyl)-5-oxopyrazolidine-3-carboxamide FC1=C(C=C(C=C1)N(C(=O)C1N(NC(C1)=O)C1=NC(=CC(=N1)C)C(F)(F)F)CCC1CN(C1)C)C